[Na].[Al].[Mn].[Ni] nickel-manganese-aluminum-sodium